6-(4-chloro-2-methoxyphenyl)-2-phenoxymethylimidazo[1,2-a]pyrimidine ClC1=CC(=C(C=C1)C=1C=NC=2N(C1)C=C(N2)COC2=CC=CC=C2)OC